C1(=CC=CC=C1)C1=NC(=NC(=N1)C1=CC=CC=C1)C1=CC=C(C=C1)B1OC(C(O1)(C)C)(C)C 2,4-diphenyl-6-[4-(4,4,5,5-tetramethyl-1,3,2-dioxaborolan-2-yl)phenyl]-1,3,5-triazine